C(C1=CC=CC=C1)OC1=C(C=C(C=C1C)C1=NC2=CC(=CC(=C2C(N1)=O)OCCOC)OC)C 2-(4-benzyloxy-3,5-dimethyl-phenyl)-7-methoxy-5-(2-methoxy-ethoxy)-3H-quinazolin-4-one